(3-fluoro-4-((4-methylpyrimidin-2-yl)oxy)phenyl)-N-(1-methyl-1H-pyrazol-4-yl)-4-(4-nitrophenyl)pyrimidin-2-amine FC=1C=C(C=CC1OC1=NC=CC(=N1)C)C=1C(=NC(=NC1)NC=1C=NN(C1)C)C1=CC=C(C=C1)[N+](=O)[O-]